(S)-5-(4-(4-fluoropyrazolo[1,5-a]pyridin-2-yl)-1,4,6,7-tetrahydro-5H-imidazo[4,5-c]pyridin-5-yl)-N-isopropylpyrazine-2-carboxamide FC=1C=2N(C=CC1)N=C(C2)[C@H]2N(CCC1=C2N=CN1)C=1N=CC(=NC1)C(=O)NC(C)C